C(C)(C)(C)N[SiH2]NC(C)(C)C Bis(TertiaryButylAmino)Silane